C[C@H]1C[C@@H](CCC1C)C(=O)OCC (R,S)-ethyl 3,4-dimethylcyclohexanecarboxylate